4-Acetoxy-2-methylenebutyric acid C(C)(=O)OCCC(C(=O)O)=C